OC[C@H](C(C)C)NC(=O)C=1C=2C[C@@H]3[C@H](C2N(N1)C1=NC=C(C=C1)F)C3 (1aR,5aR)-2-(5-Fluoro-pyridin-2-yl)-1a,2,5,5a-tetrahydro-1H-2,3-diaza-cyclopropa[a]pentalene-4-carboxylic acid ((S)-1-hydroxymethyl-2-methyl-propyl)-amide